CC1(OB(OC1(C)C)C=1C=C(C=NC1)C1=CC=C(C=C1)NC(OC(C)(C)C)=O)C tert-butyl (4-(5-(4,4,5,5-tetramethyl-1,3,2-dioxaborolan-2-yl)pyridin-3-yl)phenyl)carbamate